(3S,5S)-3-[(5-bromopentanoyl)amino]-5-fluoropiperidine-1-carboxylic acid tert-butyl ester C(C)(C)(C)OC(=O)N1C[C@H](C[C@@H](C1)F)NC(CCCCBr)=O